pyridinium (2S,5R)-2-(1,2-oxazolidin-2-ylcarbonyl)-6-(sulfooxy)-1,6-diazabicyclo[3.2.1]octane-7-one O1N(CCC1)C(=O)[C@H]1N2C(N([C@H](CC1)C2)OS(=O)(=O)O)=O.[NH+]2=CC=CC=C2